(S)-5-(6-(5-methyl-6,7-dihydro-5H-pyrrolo[2,1-c][1,2,4]triazol-3-yl)pyridin-2-yl)-2-(pyrazin-2-yl)-2,5-dihydro-4H-pyrazolo[3,4-d]pyridazin-4-one C[C@H]1CCC2=NN=C(N21)C2=CC=CC(=N2)N2N=CC=1C(C2=O)=CN(N1)C1=NC=CN=C1